N1(CCC1)C(=O)C=1C=C2C(=NC1)N(C=N2)CC2=CC1=C(O[C@H](CO1)C=1C=NC(=CC1)OC)C(=C2)OC (S)-azetidin-1-yl-(3-((8-methoxy-2-(6-methoxypyridin-3-yl)-2,3-dihydrobenzo[b][1,4]dioxin-6-yl)methyl)-3H-imidazo[4,5-b]pyridin-6-yl)methanone